CC(=CCCC(C)(C=C)O)C (+/-)-3,7-dimethyl-1,6-octadien-3-ol